3-methylthio-5-chloroquinoxalinone CSC=1C(NC2=CC=CC(=C2N1)Cl)=O